COC(=O)C=1N(NC(C1)=O)C1=NC=CC=C1Cl 2-(3-chloro-2-pyridinyl)-5-oxo-1H-pyrazole-3-carboxylic acid methyl ester